histidine propyl ester C(CC)OC([C@@H](N)CC1=CNC=N1)=O